C(\C=C\CCCCCCCCCC)#N (2E)-tridec-2-enenitrile